6-(4-methoxyphenyl)-2,3-diphenyl-5-(phenylamino)pyrazolo[1,5-a]pyrimidin-7(4H)-one COC1=CC=C(C=C1)C1=C(NC=2N(C1=O)N=C(C2C2=CC=CC=C2)C2=CC=CC=C2)NC2=CC=CC=C2